7-((4-(2-methyl-6-(methylcarbamoyl)pyridin-3-yl)piperazin-1-yl)methyl)thiazolo[4,5-c]quinolin-4(5H)-one CC1=NC(=CC=C1N1CCN(CC1)CC=1C=CC=2C3=C(C(NC2C1)=O)N=CS3)C(NC)=O